O1C(CCCC1)N1N=C(C=C1)B1OC(C(O1)(C)C)(C)C 1-(tetrahydro-2H-pyran-2-yl)-3-(4,4,5,5-tetramethyl-1,3,2-dioxaborolan-2-yl)-1H-pyrazole